CC1(CCN(CC1)C1=C(C=C(C=C1)C(F)(F)F)NC(=O)C=1OC(=CC1)C1CCOCC1)CN1CCCCC1 N-(2-(4-methyl-4-(piperidin-1-ylmethyl)piperidin-1-yl)-5-(trifluoromethyl)phenyl)-5-(tetrahydro-2H-pyran-4-yl)furan-2-carboxamide